(2S,3S)-ethyl 3-((5-fluoro-2-(5H-pyrrolo[2,3-b]pyrazin-7-yl)-6-(thiophen-2-yl)pyrimidin-4-yl)amino)bicyclo[2.2.2]octane-2-carboxylate FC=1C(=NC(=NC1C=1SC=CC1)C1=CNC2=NC=CN=C21)N[C@@H]2[C@H](C1CCC2CC1)C(=O)OCC